2-(3-(3-((S)-fluoro(4-fluoro-1-methyl-1H-imidazol-2-yl)methyl)oxetan-3-yl)phenyl)-6-(((S)-2-isopropyl-4-methylpiperazin-1-yl)methyl)-4-(trifluoromethyl)isoindolin-1-one F[C@@H](C1(COC1)C=1C=C(C=CC1)N1C(C2=CC(=CC(=C2C1)C(F)(F)F)CN1[C@H](CN(CC1)C)C(C)C)=O)C=1N(C=C(N1)F)C